ClC=1C=C(C=C(C1)C1=CC=C(C=C1)C1=CC2=CC=CC=C2C=C1)C1=CC=CC=C1 2-(5'-chloro-[1,1':3',1''-terphenyl]-4-yl)naphthalene